2,4-diamino-5-cyano-6-chloropyrimidine NC1=NC(=C(C(=N1)N)C#N)Cl